2-(2-methyl-5-(propylthio)-1H-pyrrol-1-yl)pyridine CC=1N(C(=CC1)SCCC)C1=NC=CC=C1